OC=1C=C(C=CC1O)P(O)(O)=O 3,4-dihydroxyphenyl-phosphonic acid